COC(=O)C1=CC(=NN1C(C(=O)O)C)C 2-(5-(methoxycarbonyl)-3-methyl-1H-pyrazol-1-yl)propanoic acid